BrC1=NC=C(C=C1)P(C1=CC=CC=C1)C1=CC=CC=C1 2-bromo-5-(diphenylphosphino)-pyridine